ruthenium (II) dichloro(t-butylvinylidene)bis(tricyclohexylphosphine) ClP(C(=CC(C)(C)C)P(C1CCCCC1)(C1CCCCC1)(C1CCCCC1)Cl)(C1CCCCC1)(C1CCCCC1)C1CCCCC1.[Ru+2]